C(C=CCC)(=O)O 11Z,14Z,16E-pentaenoic acid